3-[2-[4-(4-Fluorobenzoyl)-1-piperidinyl]ethyl]-2,4[1H,3H]-quinazolinedione tartrate C(=O)(O)C(O)C(O)C(=O)O.FC1=CC=C(C(=O)C2CCN(CC2)CCN2C(NC3=CC=CC=C3C2=O)=O)C=C1